C[SiH](C)[Zr](C1(C(=C(C(=C1)C)C)C)C)C1C=C(C=C1)CCC dimethylsilyl(3-n-propylcyclopentadienyl)(tetramethylcyclopentadienyl)zirconium